N-(2-((2'-vinyl-[1,1'-biphenyl]-3-yl)methyl)pyrrolidin-3-yl)ethanesulfonamide hydrochloride Cl.C(=C)C1=C(C=CC=C1)C1=CC(=CC=C1)CC1NCCC1NS(=O)(=O)CC